CC1(C2CC(C(C1)C2)[Si](OC)(C)C)C(=O)O[Si](C)(C)C(C)(C)C 2-methyl-2-tert-butyldimethylsiloxycarbonyl-5-dimethylmethoxysilylnorbornane